N1C(=CC2=CC=CC=C12)C(=O)N indole-carboxamide